N1=C(C=CC=C1)C=1C(=NC=CC1)C1=NC=CC=C1 pyridyl-bipyridyl